C(=O)(O)C(C=1C(NC(NC1)=O)=O)O 5-(carboxyl-hydroxyl-methyl)uracil